Thiazolo[4,5-B]pyridine-2(3H)-thione S1C(NC2=NC=CC=C21)=S